2-(2-Chloro-6-methyl-4-((5-oxo-4-(4-(trifluoromethyl)phenyl)-4,5-dihydro-1H-1,2,4-Triazol-1-yl)methyl)phenoxy)-2-methylpropionic acid ClC1=C(OC(C(=O)O)(C)C)C(=CC(=C1)CN1N=CN(C1=O)C1=CC=C(C=C1)C(F)(F)F)C